1-(4-(Benzyloxy)phenyl)-1-oxopropan-2-yl 2-(1-methyl-1H-pyrazol-4-yl)acetate CN1N=CC(=C1)CC(=O)OC(C(=O)C1=CC=C(C=C1)OCC1=CC=CC=C1)C